[3-(pentafluoro-λ6-sulfanyl)phenyl]acetic acid FS(C=1C=C(C=CC1)CC(=O)O)(F)(F)(F)F